DiSodium acetate C(C)(=O)[O-].[Na+].[Na+].C(C)(=O)[O-]